[Na+].FCC(C(=O)[O-])O 3-fluoro-2-hydroxypropionate sodium salt